Cis-tert-butyl (4aS,10bS)-8-(benzyloxy)-2,3,4,4a,6,10b-hexahydro-1H-isochromeno[4,3-b]pyridine-1-carboxylate C(C1=CC=CC=C1)OC=1C=CC2=C(C1)CO[C@@H]1[C@H]2N(CCC1)C(=O)OC(C)(C)C